4-(4-fluorophenyl)-6-oxo-1,6-dihydropyrimidine-5-carbonitrile FC1=CC=C(C=C1)C=1N=CNC(C1C#N)=O